OC1=C(C(=C(C=2COC(C21)=O)C)OC)C/C=C(/CCC(=O)O)\C (4E)-6-(4-hydroxy-6-methoxy-7-methyl-3-oxo-1,3-dihydro-2-benzofuran-5-yl)-4-methylhex-4-enoic acid